N-[3-(cyclopropanecarbonyl)cyclobutyl]-5-[2,6-dichloro-4-[6-(difluoromethyl)-3,5-dioxo-1,2,4-triazin-2-yl]phenoxy]-2-methoxy-benzenesulfonamide C1(CC1)C(=O)C1CC(C1)NS(=O)(=O)C1=C(C=CC(=C1)OC1=C(C=C(C=C1Cl)N1N=C(C(NC1=O)=O)C(F)F)Cl)OC